(Z)-1'-(((R)-tert-butylsulfinyl)imino)-1',3'-dihydro-8-azaspiro[bicyclo[3.2.1]octane-3,2'-indene]-8-carboxylic acid tert-butyl ester C(C)(C)(C)OC(=O)N1C2CC3(/C(/C4=CC=CC=C4C3)=N/[S@](=O)C(C)(C)C)CC1CC2